FC(C=1OC(=NN1)C=1SC(=CC1)CC1=NOC(=N1)C1=CC=CC=C1)F 2-(difluoromethyl)-5-[5-[(5-phenyl-1,2,4-oxadiazol-3-yl)methyl]thiophen-2-yl]-1,3,4-oxadiazol